ClC1=CC=C(C=N1)S(=O)(=O)C12CNCC2C1C(=O)O 6-chloro-pyridine-3-sulfonyl-3-aza-bicyclo[3.1.0]hexane-6-carboxylic acid